nonylmethyl-diethoxysilane Sodium CumeneSulphonate C=1(C(=CC=CC1)S(=O)(=O)[O-])C(C)C.[Na+].C(CCCCCCCC)[Si](OCC)(OCC)C